P(OCCOC1=C(C=C(C=C1)Cl)Cl)(OCCOC1=C(C=C(C=C1)Cl)Cl)=O Phosphonic acid, bis(2-(2,4-dichlorophenoxy)ethyl) ester